ClC=1C(=NC(=NC1)N[C@H]1[C@@H](COCC1)O)C1=CN=C(S1)[C@@H]1[C@H](CN(CC1)C)C (3S,4R)-4-((5-chloro-4-(2-((3R,4S)-1,3-dimethylpiperidin-4-yl)thiazol-5-yl)pyrimidin-2-yl)amino)tetrahydro-2H-pyran-3-ol